ClC=1C(=C(OC=2N=NC(=CC2C2=NOCC(N2)CC2=C(C=C(C=C2)C)Cl)C)C=CC1)F [3-(3-chloro-2-fluorophenoxy)-6-methylpyridazin-4-yl]-5-[(2-chloro-4-methylphenyl)methyl]-5,6-dihydro-4H-1,2,4-oxadiazine